C(C)(C)C=1C=C2C=CC=CC2=CC1 6-isopropylnaphthalene